C(=C)C=1C=C(C=NC1)O 5-vinylpyridin-3-ol